3-(naphthalene-2-yl)-6-(methylthio)-1-((2-(trimethylsilyl)ethoxy)methyl)-1H-pyrazolo[3,4-d]pyrimidine-4-carbonitrile C1=C(C=CC2=CC=CC=C12)C1=NN(C2=NC(=NC(=C21)C#N)SC)COCC[Si](C)(C)C